5-chloro-3-bromobenzoic acid ClC=1C=C(C=C(C(=O)O)C1)Br